CC1CCN(CC1)CCN 2-(4-methylpiperidin-1-yl)ethylamine